1-(4-(1-(Trifluoromethyl)cyclopropyl)phenyl)ethan-1-one ethyl-4-(tert-butoxycarbonylamino)-6-chloro-pyridine-3-carboxylate C(C)OC(=O)C=1C=NC(=CC1NC(=O)OC(C)(C)C)Cl.FC(C1(CC1)C1=CC=C(C=C1)C(C)=O)(F)F